O=C1NC(CCC1N1C(C2=CC=CC(=C2C1)CNC(=O)C1CCN(CC1)C(=O)OC(C)(C)C)=O)=O tert-butyl 4-[[2-(2,6-dioxo-3-piperidyl)-1-oxo-isoindolin-4-yl]methylcarbamoyl]piperidine-1-carboxylate